COS(=O)(=O)O.C(CCCCCCC\C=C/CCCCCCCC)(=O)NCCN1C=NCC1 1-(2-oleamidoethyl)-imidazoline methyl-sulfate